Tin hexyl-pentaerythritol 1-(2-methylpyridin-3-yl)ethyl-(1-methyl-4-(6-methyl-5-(methylsulfonamido)pyridin-2-yl)-1H-1,2,3-triazol-5-yl)carbamate CC1=NC=CC=C1C(C)N(C([O-])=O)C1=C(N=NN1C)C1=NC(=C(C=C1)NS(=O)(=O)C)C.C(CCCCC)C(O)C(CO)(CO)CO.[Sn+4].CC1=NC=CC=C1C(C)N(C([O-])=O)C1=C(N=NN1C)C1=NC(=C(C=C1)NS(=O)(=O)C)C.CC1=NC=CC=C1C(C)N(C([O-])=O)C1=C(N=NN1C)C1=NC(=C(C=C1)NS(=O)(=O)C)C.CC1=NC=CC=C1C(C)N(C([O-])=O)C1=C(N=NN1C)C1=NC(=C(C=C1)NS(=O)(=O)C)C